COC1=C(CNC2=C3N=CN=C3N(C=N2)C2[C@H](O)[C@@H](O)[C@H](O)[C@H](O2)CO)C=CC=C1OC 6-(2,3-dimethoxybenzylamino)-3-glucopyranosylpurine